N-[6-(6H-Dibenzo[b,f]azocin-5-yl)-6-oxo-hexyl]-2,2,2-trifluoroacetamide C1=CC=CC=2N(CC3=C(C=CC21)C=CC=C3)C(CCCCCNC(C(F)(F)F)=O)=O